FC([C@H]1CN(CC1)C1=CC=C(C=N1)C1CN(C1)C(=O)N1C[C@H](CC1)C(=O)N)(F)F (3S)-1-[3-[6-[(3R)-3-(trifluoromethyl)pyrrolidin-1-yl]-3-pyridinyl]azetidine-1-carbonyl]pyrrolidine-3-carboxamide